1,5-bis(trimethoxysilylethyl)decamethylpentasiloxane CO[Si](OC)(OC)CC[Si](O[Si](O[Si](O[Si](O[Si](C)(C)C)(C)C)(CC[Si](OC)(OC)OC)C)(C)C)(C)C